methyl (S)-2-((2-((4-chloro-2-fluorobenzofuran-7-yl)methoxy)-3-iodo-5,8-dihydro-1,7-naphthyridin-7(6H)-yl)methyl)-4-fluoro-1-(oxetan-2-ylmethyl)-1H-benzo[d]imidazole-6-carboxylate ClC1=CC=C(C2=C1C=C(O2)F)COC2=NC=1CN(CCC1C=C2I)CC2=NC1=C(N2C[C@H]2OCC2)C=C(C=C1F)C(=O)OC